((2S,4r)-2-(1-fluorocyclopropane-1-carboxamido)-3,3-dimethylbutyryl)-4-hydroxypyrrolidine FC1(CC1)C(=O)N[C@H](C(=O)N1CCC(C1)O)C(C)(C)C